Cl.NCC1=CC(=C(C=C1)S(=O)(=O)N)OC(F)(F)F 4-(Aminomethyl)-2-(trifluoromethoxy)benzenesulfonamide HCl